1H-pyrazol-4-amine hydrochloride Cl.N1N=CC(=C1)N